C(C)OC1=CC(=C(C=C1)C1=C(C(=C(C=C1)F)F)F)CN1CCC2(CC(=NO2)C2=CC=C(C=N2)C(=O)O)CC1 6-{8-[(4-ethoxy-2',3',4'-trifluorobiphenyl-2-yl)methyl]-1-oxa-2,8-diazaspiro[4.5]dec-2-en-3-yl}pyridine-3-carboxylic acid